nitrogen zinc [Zn].[N]